C(#N)[C@H]1N(CCC1)C(CN(C(OC(C)(C)C)=O)C12CC3(CC(CC(C1)C3)C2)SCCO)=O tert-butyl (2-((S)-2-cyanopyrrolidin-1-yl)-2-oxoethyl)(3-((2-hydroxyethyl)thio)adamantan-1-yl)carbamate